C(C1=CC=CC=C1)OC(=O)N1[C@H]2C=C[C@@H](C1)C2 (1R,4S)-2-azabicyclo[2.2.1]hept-5-ene-2-carboxylic acid benzyl ester